5-Amino-6-chloroquinoline NC1=C2C=CC=NC2=CC=C1Cl